(S)-2-amino-3-(7-bromoimidazo[1,2-a]pyridin-2-yl)propanoic acid N[C@H](C(=O)O)CC=1N=C2N(C=CC(=C2)Br)C1